(3R)-3-[8-[(3S)-1-[[1-[1-[3-amino-6-(2-hydroxyphenyl)pyridazin-4-yl]pyrazol-4-yl]-4-piperidyl]methyl]pyrrolidin-3-yl]-2,3-dihydro-1,4-benzoxazin-4-yl]piperidine-2,6-dione NC=1N=NC(=CC1N1N=CC(=C1)N1CCC(CC1)CN1C[C@@H](CC1)C1=CC=CC=2N(CCOC21)[C@H]2C(NC(CC2)=O)=O)C2=C(C=CC=C2)O